N-(9-azabicyclo[3.3.1]non-3-yl)-N-methyl-6-(2-methyl-2H-indazol-5-yl)[1,3]thiazolo[4,5-c]pyridin-2-amine C12CC(CC(CCC1)N2)N(C=2SC1=C(C=NC(=C1)C1=CC3=CN(N=C3C=C1)C)N2)C